C(=CCC)OC(C(C)(C)SC(=S)CCCCCCCCCCCC)=O (dodecylthiocarbonylthio)-2-methylpropanoic acid butenyl ester